dichloro-n-dodecylmethylsilane CCCCCCCCCCCC[Si](C)(Cl)Cl